1,2-dichlorotetrafluoroethane ClC(C(Cl)(F)F)(F)F